FC=1C(=NC=C(C1)F)C1=NOC(=N1)C(=O)OC methyl 3-(3,5-difluoro-2-pyridyl)-1,2,4-oxadiazole-5-carboxylate